nitrate ammonium salt [NH4+].[N+](=O)([O-])[O-]